2,2-Dimethyl-3-sulfamoyl-propionic acid CC(C(=O)O)(CS(N)(=O)=O)C